C(C)OC(=O)[C@@]1(C[C@H]([C@@H](C1)C)N=[N+]=[N-])CC1=CC(=CC=C1)C1=NC=C(C=N1)F |o1:5,7,8| (1R*,3R*,4R*)-3-azido-1-(3-(5-fluoropyrimidin-2-yl)benzyl)-4-methylcyclopentane-1-carboxylic acid ethyl ester